((1S,4R,6R)-6-((5-bromopyridin-2-yl)amino)-2-azabicyclo[2.2.2]oct-2-yl)(5-methyl-2-(pyrimidin-2-yl)pyridin-3-yl)methanone BrC=1C=CC(=NC1)N[C@@H]1C[C@@H]2CN([C@H]1CC2)C(=O)C=2C(=NC=C(C2)C)C2=NC=CC=N2